5-amino-3-[4-[[[5-fluoro-2-(trideuteromethoxy)benzoyl]amino]methyl]phenyl]-1-(2,2,2-trifluoro-1-methyl-ethyl)pyrazole-4-carboxamide NC1=C(C(=NN1C(C(F)(F)F)C)C1=CC=C(C=C1)CNC(C1=C(C=CC(=C1)F)OC([2H])([2H])[2H])=O)C(=O)N